β-Naphthylamin C1=C(C=CC2=CC=CC=C12)N